5-((3,5-dichloropyridin-4-yl)thio)-N-(3-methyl-1,1-dioxido-2,3-dihydrobenzo[b]thiophen-6-yl)-1,3,4-thiadiazole-2-carboxamide ClC=1C=NC=C(C1SC1=NN=C(S1)C(=O)NC=1C=CC2=C(S(CC2C)(=O)=O)C1)Cl